BrC=1C(=C(C=CC1)NC(/C=N/O)=O)Cl (E)-N-(3-bromo-2-chlorophenyl)-2-(hydroxyimino)acetamide